4-(6-fluoropyridin-3-yl)-6-hydroxypyrazolo[1,5-a]pyridine-3-carboxamide FC1=CC=C(C=N1)C=1C=2N(C=C(C1)O)N=CC2C(=O)N